C(C)(C)(C)N1N=C(C2=CC(=CC=C12)C=1C=NC=CC1CN1CCNCC1)C(=O)NCC1CCOCC1 tert-butyl-5-(4-(piperazin-1-ylmethyl)pyridin-3-yl)-N-((tetrahydro-2H-pyran-4-yl)methyl)-1H-indazole-3-carboxamide